CC1=CC=C(C=C1)S(=O)(=O)O.BrC1=CC=C(CC2CNC2)C=C1 3-(4-bromobenzyl)azetidine p-toluenesulfonate